(1r,5s)-1-(4-bromophenyl)-3-azabicyclo[3.1.0]hexane BrC1=CC=C(C=C1)[C@@]12CNC[C@H]2C1